6-(2-Cyclopropylpyrimidin-5-yl)-3-(3-hydroxy-2,6-dimethylphenyl)-7-toluenesulfonyl-3,7-dihydro-4H-pyrrolo[2,3-d]pyrimidin-4-one C1(CC1)C1=NC=C(C=N1)C1=CC2=C(N=CN(C2=O)C2=C(C(=CC=C2C)O)C)N1S(=O)(=O)CC1=CC=CC=C1